C(C)OC([C@@H](N)CC1=C(C=CC=C1)NCC1=CC=C(C=C1)C1=CC=CC=C1)=O 2-((4-phenylbenzyl)amino)phenylalanine ethyl ester